5-chloro-3-cyclopropyl-N-((5-methylimidazo[1,2-a]pyridin-2-yl)methyl)pyrazolo[1,5-a]pyrimidin-7-amine ClC1=NC=2N(C(=C1)NCC=1N=C3N(C(=CC=C3)C)C1)N=CC2C2CC2